C(CCC)OC(=O)C1=CC=C(O)C=C1.[Na] Natrium Butylparaben